tert-butyl (S)-4-(((((di-tert-butoxyphosphoryl)oxy)methoxy)carbonyl)amino)-3-hydroxybutanoate C(C)(C)(C)OP(=O)(OC(C)(C)C)OCOC(=O)NC[C@H](CC(=O)OC(C)(C)C)O